ClC=1C=C(C=NC1)C1=NC(=C2N=CN(C2=N1)[C@H]1[C@@H]([C@@H]([C@H](O1)C(=O)NCC)O)O)NCCC1=CC=CC=C1 (2S,3S,4R,5R)-5-(2-(5-chloropyridin-3-yl)-6-(phenethylamino)-9H-purin-9-yl)-N-ethyl-3,4-dihydroxyltetrahydrofuran-2-carboxamide